Cl.Cl.NNC(CO)(C)C 2-2-Hydrazinyl-2-methylpropan-1-ol 2HCl